4,5-dimethanoyl-catechol C(=O)C=1C=C(C(O)=CC1C=O)O